ClC=1N(C=CN1)CC1=NC=C(C=N1)C1=C(SC(=C1)CC(C)C)S(=O)(=O)N 3-(2-((2-chloro-1H-imidazol-1-yl)methyl)pyrimidin-5-yl)-5-isobutylthiophene-2-sulfonamide